2-(((5-fluoropyridin-2-yl) amino)-2-oxoethyl)-9-oxo-4,9-dihydropyrazolo[5,1-b]quinazoline-2-carboxylate FC=1C=CC(=NC1)NC(CC1(NN2C(NC=3C=CC=CC3C2=O)=C1)C(=O)[O-])=O